tert-butyl (S)-6-(4-((3-(3-(2,4-dimethoxybenzyl)-2,4-dioxotetrahydropyrimidin-1(2H)-yl)pyrazolo[1,5-a]pyridin-5-yl)methyl)-2-methylpiperazin-1-yl)-2-azaspiro[3.3]heptane-2-carboxylate COC1=C(CN2C(N(CCC2=O)C=2C=NN3C2C=C(C=C3)CN3C[C@@H](N(CC3)C3CC2(CN(C2)C(=O)OC(C)(C)C)C3)C)=O)C=CC(=C1)OC